N-{2-benzyl-2-azaspiro[3.3]heptan-6-yl}-3-[5-(trifluoromethyl)pyrimidin-2-yl]-3,6-diazabicyclo[3.1.1]heptane-6-carboxamide C(C1=CC=CC=C1)N1CC2(C1)CC(C2)NC(=O)N2C1CN(CC2C1)C1=NC=C(C=N1)C(F)(F)F